4,7-dimethylindan-2-amine CC1=C2CC(CC2=C(C=C1)C)N